(7-(benzyloxy)-4-chloroquinolin-3-yl)(3-fluorophenyl)methanone C(C1=CC=CC=C1)OC1=CC=C2C(=C(C=NC2=C1)C(=O)C1=CC(=CC=C1)F)Cl